(5-(tert-butyl)-4-fluoro-2-hydroxyphenyl)(4-(methylamino)isoindolin-2-yl)methanone C(C)(C)(C)C=1C(=CC(=C(C1)C(=O)N1CC2=CC=CC(=C2C1)NC)O)F